2-(4-(((3-Isopropyl-2-(1,4,5-trimethyl-6-oxo-1,6-dihydropyridin-3-yl)-1H-indol-5-yl)oxy)methyl)piperidin-1-yl)-N,N-dimethylacetamid C(C)(C)C1=C(NC2=CC=C(C=C12)OCC1CCN(CC1)CC(=O)N(C)C)C1=CN(C(C(=C1C)C)=O)C